(3S)-3-({1-cyclopentyl-5-[2-(trifluoromethyl)phenyl]-1H-pyrazol-3-yl}formamido)-N-methyl-5-(morpholin-4-yl)-N-(1,3-thiazol-2-yl)pentanamide C1(CCCC1)N1N=C(C=C1C1=C(C=CC=C1)C(F)(F)F)C(=O)N[C@H](CC(=O)N(C=1SC=CN1)C)CCN1CCOCC1